C(C(=C)C)(=O)OCC(COC(C(F)F)(F)F)O 1,1,2,2-tetrafluoroethoxy-2-hydroxypropyl methacrylate